(1-((3-(((triisopropylsilyl)oxy)methyl)oxetan-3-yl)sulfonyl)cyclopropyl)methanol C(C)(C)[Si](OCC1(COC1)S(=O)(=O)C1(CC1)CO)(C(C)C)C(C)C